1-(6-(3-((4-(1-(Cyclopropanecarbonyl)piperidin-4-yl)-2-methylphenyl)amino)-2,3-dihydro-1H-inden-4-yl)pyridin-2-yl)-5-methyl-1H-pyrazole-4-carboxylic Acid C1(CC1)C(=O)N1CCC(CC1)C1=CC(=C(C=C1)NC1CCC2=CC=CC(=C12)C1=CC=CC(=N1)N1N=CC(=C1C)C(=O)O)C